1,4-bis(4'-aminophenoxy)benzene tetrafluorophenyl-4-fluoro-3-iodobenzoate FC=1C(=C(C(=C(C1)C1=C(C(=O)O)C=CC(=C1I)F)F)F)F.NC1=CC=C(OC2=CC=C(C=C2)OC2=CC=C(C=C2)N)C=C1